1,3,5-tris(4'-formyl-[1,1'-biphenyl]-4-yl)benzene C(=O)C1=CC=C(C=C1)C1=CC=C(C=C1)C1=CC(=CC(=C1)C1=CC=C(C=C1)C1=CC=C(C=C1)C=O)C1=CC=C(C=C1)C1=CC=C(C=C1)C=O